C(C)N(CCCOC=1C(=CC2=C(N=C(S2)CNC(OC(C)(C)C)=O)C1)OC)CC tert-butyl N-({5-[3-(diethylamino)propoxy]-6-methoxy-1,3-benzothiazol-2-yl}methyl)carbamate